C(C)(C)(C)C1=CC=C(C(=O)OC(CC)C(C(CC)OC(C2=CC=C(C=C2)C(C)(C)C)=O)CC)C=C1 4-ethyl-3,5-heptanediol bis(4-t-butyl benzoate)